N-(5-Bromo-2-(4-methylpiperazin-1-yl)pyridin-3-yl)benzene-sulfonamide BrC=1C=C(C(=NC1)N1CCN(CC1)C)NS(=O)(=O)C1=CC=CC=C1